methyl 2-cyclopropyl-8-methylimidazo[1,2-a]pyridine-6-carboxylate C1(CC1)C=1N=C2N(C=C(C=C2C)C(=O)OC)C1